C(C)OC(COC1=NN(C(=C1)C1=CC=C(C=C1)OC)C1=CC=CC=C1)=O ethyl-{[5-(4-methoxyphenyl)-1-phenyl-1H-pyrazol-3-yl]oxy}acetate